ClC=1C=C(C=CC1F)NC1=NC=NC2=CC(=C(C=C12)NC(\C=C\CN1CCCCC1)=O)OCC#C (E)-N-(4-((3-chloro-4-fluorophenyl)amino)-7-(prop-2-yn-1-yloxy)quinazolin-6-yl)-4-(piperidin-1-yl)but-2-enamide